C(C)(C)N1C2=NC(=NC(=C2N=C1)NC1=CC(=NC=C1)C(F)(F)F)C=1C=NC=CC1 9-isopropyl-2-(pyridin-3-yl)-N-(2-(trifluoromethyl)pyridin-4-yl)-9H-purin-6-amine